C[C@@H]1N(CCOC2=C1C=CC(=C2)C(=O)OCC)C(=O)[C@@H]2COCCC2 Ethyl (S)-5-methyl-4-((S)-tetrahydro-2H-pyran-3-carbonyl)-2,3,4,5-tetrahydrobenzo[f][1,4]oxazepine-8-carboxylate